tert-Butyl 3-chloro-6-[[5-(3,5-dichlorophenyl)-5-(trifluoromethyl)-4H-isoxazol-3-yl]amino]pyridine-2-carboxylate ClC=1C(=NC(=CC1)NC1=NOC(C1)(C(F)(F)F)C1=CC(=CC(=C1)Cl)Cl)C(=O)OC(C)(C)C